1-(4-amino-2-(((4,4,4-trifluorobutyl)thio)methyl)-1H-imidazo[4,5-c]quinolin-1-yl)-2-methylpropan-2-ol NC1=NC=2C=CC=CC2C2=C1N=C(N2CC(C)(O)C)CSCCCC(F)(F)F